2-(2-azido-3-fluoropropyl)isoindoline-1,3-dione N(=[N+]=[N-])C(CN1C(C2=CC=CC=C2C1=O)=O)CF